C(C)(C)(C)OC(=O)N1CC(CCC1)C=1C=C2C(=NC=NC2=CC1)NC1=C(C(=CC=C1)Cl)F.ClC=1C(=C(NC2=NC=NC3=CC=C(C=C23)[C@@H]2CN(CCC2)C(=O)OC(C)(C)C)C=CC1)F tert-Butyl (3R)-3-[4-(3-chloro-2-fluoro-anilino)quinazolin-6-yl]piperidine-1-carboxylate tert-Butyl-3-[4-(3-chloro-2-fluoro-anilino)quinazolin-6-yl]piperidine-1-carboxylate